[Si](C)(C)(C(C)(C)C)OCCCCCCC(CCCCOS(=O)(=O)C1=CC=C(C=C1)C)(O)CCCCCCO[Si](C)(C)C(C)(C)C 4-Methylbenzenesulfonic acid 11-((tert-butyldimethylsilyl) oxy)-5-(6-((tert-butyldimethylsilyl) oxy) hexyl)-5-hydroxyundecyl ester